1-(1-hydroxy-prop-2-yl-2-d)-3-(trifluoromethyl)-5-((2-(trimethylsilyl)ethoxy)methyl)-1,5-dihydro-4H-pyrrolo[2,3-d]pyridazin-4-one OCC(C)([2H])N1C=C(C2=C1C=NN(C2=O)COCC[Si](C)(C)C)C(F)(F)F